[4-(p-toluenesulfonyloxy)phenyl]urea CC1=CC=C(C=C1)S(=O)(=O)OC1=CC=C(C=C1)NC(=O)N